pentatetraene C=C=C=C=C